N-(9-(4-((4-(2-aminoethyl)piperidin-1-yl)methyl)benzyl)-2-butoxy-8-oxo-8,9-dihydro-7H-purin-6-yl)-3-(2-(2-methoxyethoxy)ethoxy)propanamide NCCC1CCN(CC1)CC1=CC=C(CN2C3=NC(=NC(=C3NC2=O)NC(CCOCCOCCOC)=O)OCCCC)C=C1